ICCCCCOC1=CC2=CC=CC=C2C=C1 2-(5-iodopentyloxy)naphthalene